Cl.Cl.CC(C(N)C)N dimethylethane-1,2-diamine dihydrochloride